O1CCN(CC1)CCCS(=O)(=O)O L-3-morpholinopropanesulfonic acid